2,3-dicyano-naphthalene C(#N)C1=CC2=CC=CC=C2C=C1C#N